6-methoxy-pyridazin COC1=CC=CN=N1